4,4,5,5-tetramethyl-2-(3',4',5'-triphenyl-[1,1':2',1''-terphenyl]-3-yl)-1,3,2-dioxaborolane CC1(OB(OC1(C)C)C=1C=C(C=CC1)C=1C(=C(C(=C(C1)C1=CC=CC=C1)C1=CC=CC=C1)C1=CC=CC=C1)C1=CC=CC=C1)C